C(=O)O.ClC1=C(C(=O)NCC(=O)NCCN(C)C)C=CC(=C1)NC=1C=2N(C=CN1)C(=CN2)C=2C(=NN(C2)CC#N)C(F)(F)F 2-chloro-4-[[3-[1-(cyanomethyl)-3-(trifluoromethyl)pyrazol-4-yl]imidazo[1,2-a]pyrazin-8-yl]amino]-N-[2-[2-(dimethylamino)ethylamino]-2-oxo-ethyl]benzamide formate